Br.N1(CCCC1)C1(P(CCC1)N1CCCC1)N1CCCC1 tris(pyrrolidin-1-yl)phospholane hydrobromide